tris[1,2-bis(diphenylphosphino)vinyl]ruthenium dichloride C1(=CC=CC=C1)P(C(=CP(C1=CC=CC=C1)C1=CC=CC=C1)[Ru](C(=CP(C1=CC=CC=C1)C1=CC=CC=C1)P(C1=CC=CC=C1)C1=CC=CC=C1)(C(=CP(C1=CC=CC=C1)C1=CC=CC=C1)P(C1=CC=CC=C1)C1=CC=CC=C1)(Cl)Cl)C1=CC=CC=C1